C(C)(=O)NC=1C(=CC=C(C[C@H](NC(=O)OCC2C3=CC=CC=C3C=3C=CC=CC23)C(=O)O)C1)Cl 5-acetamido-4-chloro-N-{[(9H-fluoren-9-yl)methoxy]carbonyl}-L-phenylalanine